3,5-dimethylpiperazine-1-carboximidamide CC1CN(CC(N1)C)C(N)=N